(2S)-(tert-butoxycarbonylamino)-2-cyclooctyl-acetic acid C(C)(C)(C)OC(=O)N[C@H](C(=O)O)C1CCCCCCC1